CC1=C(C(=O)P(OC2=CC=CC=C2)(C(C2=C(C=C(C=C2C)C)C)=O)=O)C(=CC(=C1)C)C bis(2,4,6-trimethylbenzoyl)phenoxyphosphine oxide